ClC1=C(C(=CC=C1Cl)F)[C@]1(CN(CC1)C(=O)OC(C)(C)C)NC=1C(=C2C(N(C=NC2=CC1)C(C)C)=O)C tert-butyl (R)-3-(2,3-dichloro-6-fluorophenyl)-3-(3-isopropyl-5-methyl-4-oxo-6-quinazolinylamino)-1-pyrrolidinecarboxylate